C\C(=C/CC1=C(C=C(C2=C1OC(OC2=O)C2=CC=CC=C2)CCCCC)O)\CCC=C(C)C (E)-8-(3,7-dimethylocta-2,6-dien-1-yl)-7-hydroxy-5-pentyl-2-phenyl-4H-benzo[d][1,3]dioxin-4-one